BrC1=CN(C=2N=CC=C(C21)NCC2=NC(=CC=C2)N2C[C@H](N[C@H](C2)C)C)COCC[Si](C)(C)C 3-bromo-N-((6-((3R,5S)-3,5-dimethylpiperazin-1-yl)pyridin-2-yl)methyl)-1-((2-(trimethylsilyl)ethoxy)methyl)-1H-pyrrolo[2,3-b]pyridin-4-amine